(R)-N-Methyl-N-(2-((4aS,5aR)-5a-methyl-1,4,4a,5,5a,6-hexahydrocyclopropa[f]indazol-3-yl)-3H-imidazo[4,5-b]pyridin-6-yl)-2-(piperidin-1-yl)propanamide CN(C([C@@H](C)N1CCCCC1)=O)C=1C=C2C(=NC1)NC(=N2)C2=NNC=1C[C@@]3([C@H](CC21)C3)C